NC1=CC=C(C=N1)N([C@H]1CN(CCC1)C(=O)OC(C)(C)C)C(=O)OC(C)(C)C tert-butyl (R)-3-((6-aminopyridin-3-yl)(tert-butoxycarbonyl)amino)piperidin-1-formate